C(C)(C)(C)OC(=O)N1C=C(C=2C(=NC=CC21)OC)CCN(C(C)C)C(C)C 3-(2-(diisopropylamino)ethyl)-4-methoxy-1H-pyrrolo[3,2-c]pyridine-1-carboxylic acid tert-butyl ester